C([C@@H](C(=O)O)N=CN)C(=O)O The molecule is an aspartic acid derivative that is the N-formimidoyl derivative of L-aspartic acid. It has a role as a bacterial xenobiotic metabolite. It is a C4-dicarboxylic acid and a L-aspartic acid derivative. It is a conjugate acid of a N-iminiumylmethyl-L-aspartate and a N-formimidoyl-L-aspartate(2-).